1-(3-bromo-5-chlorophenyl)-3-(3-chloro-5-fluorophenyl)urea BrC=1C=C(C=C(C1)Cl)NC(=O)NC1=CC(=CC(=C1)F)Cl